4-[2-(4-bromophenoxy)ethyl]-1-methylpiperazin-2-one BrC1=CC=C(OCCN2CC(N(CC2)C)=O)C=C1